C1NCC12OCCN(C2)C(=O)[O-] 5-oxa-2,8-diazaspiro[3.5]nonane-8-carboxylate